4-(1H-imidazol-1-yl)-N-((1r,4r)-4-methoxycyclohexyl)-6-methylpyridinecarboxamide N1(C=NC=C1)C1=CC(=NC(=C1)C)C(=O)NC1CCC(CC1)OC